NC1=NNC2=CC=C(C(=C12)C)C1=C(C=C(C=C1)S(=O)(=O)NC1(CC(C1)O)C)C 4-(3-amino-4-methyl-1H-indazol-5-yl)-N-(3-hydroxy-1-methylcyclobutyl)-3-methylbenzenesulfonamide